C(C1=CC=CC=C1)[C@@H]1N=C(N(C1)C1=CC=CC=C1)C1=C(N)C=CC=C1 2-[(4S)-4-benzyl-N-phenyl-2-imidazolinyl]Aniline